3-(naphthalen-1-yl)propan-1-amine C1(=CC=CC2=CC=CC=C12)CCCN